CC=1SC(=CC1)C[Si](CC)(CC)CC 2-methyl-5-(triethylsilylmethyl)thiophene